propanimidate C(CC)([O-])=N